4-(2-((2-ethyloctyl)oxy)ethyl)phenol C(C)C(COCCC1=CC=C(C=C1)O)CCCCCC